N12C(CC(CC1)CC2)C(=O)O.OC(C(=O)SCCNC(CCNC([C@@H](C(COP(OP(OC[C@@H]2[C@H]([C@H]([C@@H](O2)N2C=NC=1C(N)=NC=NC21)O)OP(=O)(O)O)(=O)O)(=O)O)(C)C)O)=O)=O)=CC2=CC=CC=C2 hydroxycinnamoyl-CoA quinuclidinate